[Na+].CC(CCCC)C=1C(=CC(=C(C(=O)[O-])C1)C)O 5-(1-methylpentyl)-4-hydroxy-2-methylbenzoic acid, Sodium salt